5-trifluoromethyl-2-(2-hydroxy-3-α-isopropyl-5-tert-octylphenyl)-2H-benzotriazole FC(C1=CC=2C(=NN(N2)C2=C(C(=CC(=C2)C(C)(C)CC(C)(C)C)C(C)C)O)C=C1)(F)F